tert-Butyl (1R,5S,6s)-6-(2-(4-chloro-2-fluorophenyl)-2-methylbenzo[d][1,3]dioxol-4-yl)-3-azabicyclo[3.1.0]hexane-3-carboxylate ClC1=CC(=C(C=C1)C1(OC2=C(O1)C=CC=C2C2[C@@H]1CN(C[C@H]21)C(=O)OC(C)(C)C)C)F